COC1=CC=C2C(=N1)CNC2 2-methoxy-5,7-dihydro-6H-pyrrolo[3,4-b]pyridine